ClC=1C=C(NC2=NC=NC3=CC(=C(C=C23)NC(\C=C\CN(C)C)=O)O[C@@H]2COCC2)C=CC1F (E)-N-[4-(3-chloro-4-fluoroanilino)-7-[(3S)-oxolan-3-yl]oxyquinazolin-6-yl]-4-(dimethylamino)but-2-enamide